Tert-butyl (5-(2-methoxyethyl)-1-methyl-4-oxo-4,5-dihydro-1H-pyrrolo[3,2-c]pyridin-3-yl)carbamate COCCN1C(C2=C(C=C1)N(C=C2NC(OC(C)(C)C)=O)C)=O